2,4-Dimethyl-3-chloro-benzenesulfonyl chloride CC1=C(C=CC(=C1Cl)C)S(=O)(=O)Cl